CN(CCN1CCN(CC1)C1=CC=C(C=C1)NC=1N=CC2=C(N1)N(C(=C2)CC)C2=CC=CC(=N2)N=S(=O)(C)C)C ((6-(2-((4-(4-(2-(dimethylamino)ethyl)piperazin-1-yl)phenyl)amino)-6-ethyl-7H-pyrrolo[2,3-d]pyrimidin-7-yl)pyridin-2-yl)imino)dimethyl-λ6-sulfanone